CC1=CC=C(C=C1)S(=O)(=O)O.C(C)(C)(C)OC(=O)N1CC2=C(C1)CNC2 2,3,4,6-Tetrahydro-1H-pyrrolo[3,4-c]pyrrole-5-carboxylic acid tert-butyl ester p-toluenesulfonate